4-(1-Methyl-2-(((1-methylcyclopropyl)amino)methyl)-1H-imidazol-5-yl)phenol CN1C(=NC=C1C1=CC=C(C=C1)O)CNC1(CC1)C